8-iodo-5-chloro-[1,2,4]triazolo[1,5-a]pyridine IC=1C=2N(C(=CC1)Cl)N=CN2